C1(C=CC(N1CCCCCC(=O)OC1C(=O)NC(C1)=O)=O)=O N-e-maleimidocaproyl-oxysuccinimide